C1(CCCCC1)OC=C cyclohexyl-vinylether